FC(OC1=CC=C(C=C1)N1C2=C(C=C(C1=O)C1=CN(C(C=C1)=O)C)SC(=N2)OC)F 4-(4-(difluoromethoxy)phenyl)-2-methoxy-6-(1-methyl-6-oxo-1,6-dihydropyridin-3-yl)thiazolo[4,5-b]pyridin-5(4H)-one